C(C)(C)(C)OC(=O)NCC1=CC=C(C=C1)NC(=O)C=1SC=C(N1)C=1CCN(CC1)C(=O)OC(C)(C)C tert-butyl 4-(2-{[4-({[(tert-butoxy)carbonyl]amino}methyl)phenyl]carbamoyl}-1,3-thiazol-4-yl)-1,2,3,6-tetrahydropyridine-1-carboxylate